ClC=1C=C(C=NC1OC)CN1C2CN(CC1C2)C=2N=CC(=NC2)C=2C=1N(C=C(C2)OCCN2CCOCC2)N=CC1C#N 4-(5-(6-((5-chloro-6-methoxypyridin-3-yl)methyl)-3,6-diazabicyclo[3.1.1]hept-3-yl)pyrazin-2-yl)-6-(2-morpholinoethoxy)pyrazolo[1,5-a]pyridine-3-carbonitrile